(3R,3aR,6R,6aS)-6-((tert-butyldiphenylsilyl)oxy)hexahydrofuro[3,2-b]furan-3-ol [Si](C1=CC=CC=C1)(C1=CC=CC=C1)(C(C)(C)C)O[C@@H]1CO[C@H]2[C@@H]1OC[C@H]2O